(15z,18z)-N,N-dimethyl-6-((9z,12z)-octadeca-9,12-dien-1-yl)tetracos-15,18-dien-1-amine CN(CCCCCC(CCCCCCCC\C=C/C\C=C/CCCCC)CCCCCCCC\C=C/C\C=C/CCCCC)C